2-(4-hydroxy-3-(trifluoromethyl)phenyl)chromane-3,7-diol OC1=C(C=C(C=C1)C1OC2=CC(=CC=C2CC1O)O)C(F)(F)F